CC=1C=C(C=C(C1)C)C(C(=O)O)(F)F 2-(3,5-dimethylphenyl)-2,2-difluoroacetic acid